5-chloro-2-(hexahydro-2H-benzo[b][1,4]oxazin-4(3H)-yl)pyridin-4-amine ClC=1C(=CC(=NC1)N1C2C(OCC1)CCCC2)N